cis-methyl 4-[[(3R)-3-[4-[2-(2-amino-3-pyridyl)-5-(2-fluorophenyl)imidazo[4,5-b]pyridin-3-yl]phenyl]pyrrolidin-1-yl]methyl]cyclohexanecarboxylate NC1=NC=CC=C1C1=NC=2C(=NC(=CC2)C2=C(C=CC=C2)F)N1C1=CC=C(C=C1)[C@@H]1CN(CC1)C[C@H]1CC[C@H](CC1)C(=O)OC